1-cyclopropyl-N-(2-(1,1-dioxidotetrahydro-2H-thiopyran-4-yl)-7-methoxyimidazo[1,2-a]pyridin-6-yl)-2-oxo-1,2-dihydropyridine-3-carboxamide C1(CC1)N1C(C(=CC=C1)C(=O)NC=1C(=CC=2N(C1)C=C(N2)C2CCS(CC2)(=O)=O)OC)=O